CC(C[C@@H](C(=O)N[C@H](C=O)CC=1N=CN(C1)C(C1=CC=CC=C1)(C1=CC=CC=C1)C1=CC=CC=C1)NC(CCCC[C@@H]1SC[C@@H]2NC(N[C@@H]21)=O)=O)C (S)-4-methyl-N-((S)-1-oxo-3-(1-trityl-1H-imidazol-4-yl)propan-2-yl)-2-(5-((3aS,4S,6aR)-2-oxohexahydro-1H-thieno[3,4-d]imidazol-4-yl)pentanamido)pentanamide